FC(CNC(=O)C=1C=NN2C1C=C(C=C2)C2=CNC=1N=C(N=CC12)NC1=CC(=NC=C1)N1CCN(CC1)C)(C)C N-(2-fluoro-2-methylpropyl)-5-(2-((2-(4-methylpiperazin-1-yl)pyridin-4-yl)amino)-7H-pyrrolo[2,3-d]pyrimidin-5-yl)pyrazolo[1,5-a]pyridine-3-carboxamide